4-Chloro-2-(((4aR*,7aS*)-4-(6-((4-chloro-2-fluorobenzyl)oxy)pyridin-2-yl)hexahydrofuro[3,4-b]pyrazin-1(2H)-yl)methyl)-1-(((S)-oxetan-2-yl)methyl)-1H-benzo[d]imidazole-6-carboxylic acid ClC1=CC(=CC=2N(C(=NC21)CN2[C@H]1[C@@H](N(CC2)C2=NC(=CC=C2)OCC2=C(C=C(C=C2)Cl)F)COC1)C[C@H]1OCC1)C(=O)O |o1:12,13|